CC(N(C)C(C)OC(C)N(C)C)O N,N,N'-trimethyl-N'-hydroxyethyl-bis-(aminoethyl)ether